FC1(C(CN(CC1)C(=O)OC(C)(C)C)CNC)F tert-butyl 4,4-difluoro-3-((methylamino)methyl)piperidine-1-carboxylate